trans-3-fluoro-5-[(3S)-2-[4-[[6-(2-methoxyethoxy)pyrrolo[3,2-b]pyridin-1-yl]methyl]cyclohexanecarbonyl]isoxazolidin-3-yl]benzonitrile FC=1C=C(C#N)C=C(C1)[C@H]1N(OCC1)C(=O)[C@@H]1CC[C@H](CC1)CN1C=CC2=NC=C(C=C21)OCCOC